CN(C)CC1=NC=C(C=N1)C1=CC=C(C(=N1)OC)NC(=O)C=1C(=NOC1C)C1=CC=CC=C1 N-[6-[2-[(dimethylamino)methyl]pyrimidin-5-yl]-2-methoxy-3-pyridyl]-5-methyl-3-phenyl-isoxazole-4-carboxamide